C1(CC1)C1=NC=NC(=C1C1=NC(=C2NC=NC2=N1)NCC1=CC=C(C=C1)N1N=NC(=C1)C)OC 2-(4-cyclopropyl-6-methoxypyrimidin-5-yl)-N-(4-(4-methyl-1H-1,2,3-triazol-1-yl)benzyl)-7H-purin-6-amine